1,4-dihydroxy-1,3-benzenedisulfonic acid OC1(CC(=C(C=C1)O)S(=O)(=O)O)S(=O)(=O)O